CC1=CC(=CC2=C1N=C(S2)C)N dimethylbenzo[d]thiazol-6-amine